4-[6-[2-[1-(2,2-difluoroethyl)pyrrolidin-2-yl]ethynyl]-3,5-dihydro-2H-4,1-benzoxazepin-1-yl]-5-fluoro-1-(trideuteriomethyl)quinazolin-2-one FC(CN1C(CCC1)C#CC1=CC=CC2=C1COCCN2C2=NC(N(C1=CC=CC(=C21)F)C([2H])([2H])[2H])=O)F